1-(2-methylcyclobutyl)-4-((5-phenylpyrimidin-2-yl)methyl)piperazine-2,3-dione CC1C(CC1)N1C(C(N(CC1)CC1=NC=C(C=N1)C1=CC=CC=C1)=O)=O